C(C=C)(=O)N1CCN(CC1)C1=NC=NC2=CC(=C(C=C12)Cl)C1=C(C(=O)N)C=CC=C1 2-(4-(4-acryloylpiperazin-1-yl)-6-chloroquinazolin-7-yl)benzamide